(2-ethoxyethyl)-6-methyl-4-[(1-methylcyclopropyl)amino]furo[2,3-d]pyrimidine-5-carboxamide C(C)OCCC=1N=C(C2=C(N1)OC(=C2C(=O)N)C)NC2(CC2)C